C1(CC1)C(=O)N1CCC(C1)OCC1CC(N(CC1)C)=O (cyclopropanecarbonyl)-4-((1-methyl-2-oxopiperidin-4-yl)methoxy)pyrrolidin